C(C)(=O)NCCOC1=C(CCNC(=O)[C@]2([C@@H](CC[C@H](C2)C)C(C)C)O)C=CC=C1 (1S,2S,5R)-N-(2-(2-acetamidoethoxy)phenethyl)-1-hydroxy-2-isopropyl-5-methylcyclohexane-1-carboxamide